1-methyl-6-oxo-1,6-dihydropyridine-3-carbonitrile CN1C=C(C=CC1=O)C#N